3-chloro-4-methoxy-N-[5-(6-methoxyimidazo[1,2-a]pyridin-2-yl)-1H-pyrazol-3-yl]benzamide ClC=1C=C(C(=O)NC2=NNC(=C2)C=2N=C3N(C=C(C=C3)OC)C2)C=CC1OC